NC1=C(C=C2C(=N1)CCC2NC([C@H](C)NC(=O)[C@@H]2NC[C@H](C2)CC2=CC=C(C=C2)F)=O)Cl (2R,4S)-N-((2S)-1-((2-amino-3-chloro-6,7-dihydro-5H-cyclopenta[b]pyridin-5-yl)amino)-1-oxopropan-2-yl)-4-(4-fluorobenzyl)pyrrolidine-2-carboxamide